OC1=C(C=C(C=C1)C1=NC=CN=C1SC1=CC=C(C=C1)C(F)(F)F)S(=O)(=O)NC 2-hydroxy-N-methyl-5-[3-[4-(trifluoromethyl)phenyl]sulfanylpyrazin-2-yl]benzenesulfonamide